Vinyl-tris(2-Methoxyethoxy)-Silan C(=C)[Si](OCCOC)(OCCOC)OCCOC